CNCC1=NC(=CC2=C1CNC2=O)N(C(C)C)C 4-[(methylamino)methyl]-6-[methyl(propan-2-yl)amino]-2,3-dihydro-1H-pyrrolo[3,4-c]pyridin-1-one